NC1=CC=C(OC2=C(C=C(N)C=C2)CC2=CC=CC=C2)C=C1 4-(4-aminophenoxy)-3-benzylaniline